C(C)(C)N1C(NCCC1)=O 1-iso-propyltetrahydropyrimidin-2(1H)-one